N-[2-(2,7-diazaspiro[3.5]nonan-7-yl)ethyl]-6-[5-(6-methyl-2-pyridyl)-1H-imidazol-4-yl]quinolin-3-amine C1NCC12CCN(CC2)CCNC=2C=NC1=CC=C(C=C1C2)C=2N=CNC2C2=NC(=CC=C2)C